N[C@@H]1[C@@H](COC1)NC(=O)C1=CC=2C(=NC=CC2C=2C=C(C(=NC2)N(CC2=CC=C(C=C2)OC)CC2=CC=C(C=C2)OC)C2=NC=C(C=C2)C(N(C)C)=O)N1 N-((3S,4R)-4-aminotetrahydrofuran-3-yl)-4-(2'-(bis(4-methoxybenzyl)amino)-5-(dimethylcarbamoyl)-[2,3'-bipyridyl]-5'-yl)-1H-pyrrolo[2,3-b]pyridine-2-carboxamide